C(C)(C)(C)OC(=O)N1CCN(CC1)CCCN=[N+]=[N-] 4-(3-Azidopropyl)piperazine-1-carboxylic acid tert-butyl ester